CN1N=NC(=C1)C1=CC(=C(NC[C@H]2OCC2)C=C1)[N+](=O)[O-] (S)-4-(1-methyl-1H-1,2,3-triazol-4-yl)-2-nitro-N-(oxetan-2-ylmethyl)aniline